1,4,5-trimethyl-3-butyl-imidazole tert-butyl-2-[2-(2-{4-[4-amino-3-(4-ethanesulfonamidophenyl)-1-methyl-1H-pyrazolo[4,3-c]pyridin-7-yl]-1H-pyrazol-1-yl}ethoxy)ethoxy]acetate C(C)(C)(C)OC(COCCOCCN1N=CC(=C1)C=1C2=C(C(=NC1)N)C(=NN2C)C2=CC=C(C=C2)NS(=O)(=O)CC)=O.CN2CN(C(=C2C)C)CCCC